7-methyl-7-azaspiro[3.5]nonane-2-amine CN1CCC2(CC(C2)N)CC1